CC(C(=O)OCCCCCCSC1=NC=C(C(=N1)OCC)C)=C 6-[(4-ethoxy-5-methylpyrimidin-2-yl)sulfanyl]hexyl 2-methylprop-2-enoate